COC1=CC=C(C=C1)C(C(NC1=CC=C(C=C1)[Si](C)(C)C)=O)N(C(=O)C1=CC=C2CC(NC2=C1)=O)C N-(1-(4-methoxyphenyl)-2-oxo-2-((4-(trimethylsilyl)phenyl)amino)ethyl)-N-methyl-2-oxoindoline-6-carboxamide